BrC1=CC=C(C=C1)CCCCNC=1C2=C(N=C(N1)C1=COC=C1)SC(=C2)C N-(4-(4-bromophenyl)butyl)-2-(furan-3-yl)-6-methylthieno[2,3-d]pyrimidin-4-amine